4-[(3aR,4R,6R,6aS)-6-{4-chloropyrrolo[2,3-d]pyrimidin-7-yl}-2,2-dimethyl-tetrahydro-3aH-cyclopenta[d][1,3]dioxol-4-yl]-1-(oxan-2-yl)pyrazole ClC=1C2=C(N=CN1)N(C=C2)[C@@H]2C[C@@H]([C@@H]1[C@H]2OC(O1)(C)C)C=1C=NN(C1)C1OCCCC1